N-(6-(1,3-dimethyl-1H-pyrazol-4-yl)-2-methoxypyridin-3-yl)formamide CN1N=C(C(=C1)C1=CC=C(C(=N1)OC)NC=O)C